3-methyl-1-(5-{[2-methyl-6-(trifluoromethyl)phenyl]methoxy}pyridin-2-yl)imidazolidine-2,4-dione CN1C(N(CC1=O)C1=NC=C(C=C1)OCC1=C(C=CC=C1C(F)(F)F)C)=O